N-(5-(5-chloro-7-(ethyl(methyl)amino)-6-fluoro-1H-indazol-4-yl)pyrazolo[1,5-a]pyridin-2-yl)-2-fluorocyclopropane-1-carboxamide ClC=1C(=C2C=NNC2=C(C1F)N(C)CC)C1=CC=2N(C=C1)N=C(C2)NC(=O)C2C(C2)F